C(C)(C)(C)[Si](OCC=1SC=C(N1)C)(C)C tert-butyl-dimethyl-[(4-methylthiazol-2-yl)methoxy]silane